ClC1=C(C=CC=C1I)[C@]1(N/C(/N(C(C1)=O)[C@H]1C[C@H]([C@H](CC1)O)C)=N\C(OC(C)(C)C)=O)C |&1:15,17,18| tert-Butyl (NE)-N-{(4S)-4-(2-chloro-3-iodophenyl)-1-[(1RS,3RS,4SR)-4-hydroxy-3-methylcyclohexyl]-4-methyl-6-oxohexahydropyrimidin-2-ylidene}carbamate